[N+](=O)([O-])C=1C=C(NN1)C(=O)OC methyl 5-nitro-2H-pyrazole-3-carboxylate